BrC=1C=C(C=CC1OCOC)/C=C/C=1SC2=C(N1)C=C(C(=C2)N(C)CCOCCF)CC (E)-2-(3-bromo-4-(methoxymethoxy)phenylvinyl)-5-ethyl-N-(2-(2-fluoroethoxy)ethyl)-N-methylbenzo[d]thiazol-6-amine